(4-methylpiperazin-1-yl)pyrazine-2-carboxylic acid CN1CCN(CC1)C=1C(=NC=CN1)C(=O)O